N-[(2,4-difluorophenyl)methyl]-6-methyl-11,13-dioxo-12-[(phenylmethyl)oxy]1,2,3,4,4a,5,6,6a,7,11,13,14a-dodecahydropyrido[1',2':4,5]pyrazino[1,2-a]quinazoline-10-carboxamide FC1=C(C=CC(=C1)F)CNC(=O)C=1C(C(=C2N(CC3N(C4CCCCC4CN3C)C2=O)C1)OCC1=CC=CC=C1)=O